ClC1=CC=C(C=C1)N(C(C1=CN=CC(=C1)C1=CC=C(C=C1)C(F)(F)F)=O)C([2H])([2H])[2H] N-(4-chlorophenyl)-N-(methyl-d3)-5-(4-(trifluoromethyl)phenyl)nicotinamide